C1CC12CN(CC2)C(=O)C=2C=C(C=NC2)C2=CC(=NC=C2)C=2NC(=C(N2)C)C 5-(5-Azaspiro[2.4]hept-5-ylcarbonyl)-2'-(4,5-dimethyl-1H-imidazol-2-yl)-3,4'-bipyridin